tert-butyl (2-((4-amino-6-(4-((5-(tert-butyl)-1,2,4-oxadiazole-3-carboxamido)methyl)-3-methylphenyl)pyrimidin-5-yl)oxy)ethyl)(methyl)carbamate NC1=NC=NC(=C1OCCN(C(OC(C)(C)C)=O)C)C1=CC(=C(C=C1)CNC(=O)C1=NOC(=N1)C(C)(C)C)C